NC=1C2=C(N=CN1)N(C=C2C2=C(C=C(C=C2)NC(CC=2C=C(C=CC2)C)=O)C)C N-(4-(4-amino-7-methyl-7H-pyrrolo[2,3-d]pyrimidin-5-yl)-3-methylphenyl)-2-(m-tolyl)acetamide